C(=O)=C1N=C(C=C2C3=CC=CC=C3N=C12)C 1-carbonyl-methyl-beta-carboline